N1CCNC2CCCC=C12 octahydroquinoxalin